N-(1-(bicyclo[3.1.0]hexan-3-yl)-7-fluoroindolin-5-yl)-2-(3,3-diethylazetidin-1-yl)-5-ethyloxazole-4-carboxamide C12CC(CC2C1)N1CCC2=CC(=CC(=C12)F)NC(=O)C=1N=C(OC1CC)N1CC(C1)(CC)CC